N-methoxy-4-((2-(N-methyl-methanesulfonamido)phenyl)-amino)-6-((6-methyl-pyridin-2-yl)amino)nicotinamide CONC(C1=CN=C(C=C1NC1=C(C=CC=C1)N(S(=O)(=O)C)C)NC1=NC(=CC=C1)C)=O